4-cyano-4-((phenylcarbonylthio)thio)pentanoic acid C(#N)C(CCC(=O)O)(C)SSC(=O)C1=CC=CC=C1